Ethyl 2-(5-ethynyl-2-(((2S,4R)-1-((S)-2-(1-fluorocyclopropanecarboxamido)-3,3-dimethylbutanoyl)-4-hydroxypyrrolidine-2-carboxamido)methyl)phenoxy)acetate C(#C)C=1C=CC(=C(OCC(=O)OCC)C1)CNC(=O)[C@H]1N(C[C@@H](C1)O)C([C@H](C(C)(C)C)NC(=O)C1(CC1)F)=O